(2-(1-(6,7-dimethoxyquinazolin-4-yl)azepan-4-yl)ethyl)sulfonamide COC=1C=C2C(=NC=NC2=CC1OC)N1CCC(CCC1)CCS(=O)(=O)N